2,2-Dimethyl-propionic acid 1-[N-ethyl-(3-phenyl-bicyclo[2.2.1]hept-2-yl)-carbamoyloxy]-ethyl ester C(C)N(C(=O)OC(C)OC(C(C)(C)C)=O)C1C2CCC(C1C1=CC=CC=C1)C2